3-azabicyclo[3.1.1]Heptane-1,3-dicarboxylic acid C12(CN(CC(C1)C2)C(=O)O)C(=O)O